[Si](C1=CC=CC=C1)(C1=CC=CC=C1)(C(C)(C)C)OC[C@@H]1N(CC(C1)=C)C(=O)OC(C)(C)C tert-Butyl (R)-2-(((tert-butyldiphenylsilyl)oxy)methyl)-4-methylenepyrrolidine-1-carboxylate